(S)-N-(6-(difluoromethoxy)-5-methylpyridin-3-yl)-N'-(8-(1-methoxyethyl)-2-methylimidazo[1,2-b]pyridazin-7-yl)urea FC(OC1=C(C=C(C=N1)NC(=O)NC1=C(C=2N(N=C1)C=C(N2)C)[C@H](C)OC)C)F